C(=O)(O)[C@H](CC(=O)C1=CC2=C(S1)C=C(C(=C2)OC)OCCCOC2=C(C1=C(SC(=C1)C(=O)[C@H]1[C@@H](CC1)C(=O)O)C=C2OC)F)C trans-2-(5-(3-((2-((S)-3-carboxybutanoyl)-5-methoxybenzo[b]thiophen-6-yl)oxy)propoxy)-4-fluoro-6-methoxybenzo[b]thiophene-2-carbonyl)cyclobutanecarboxylic acid